Ethyl (9S)-9-(tert-butoxycarbonylamino)-1,4-dioxa-7-spiro[4.4]nonanecarboxylate C(C)(C)(C)OC(=O)N[C@H]1CC(CC12OCCO2)C(=O)OCC